3',5-di(prop-2-en-1-yl)[1,1'-biphenyl]-2,4'-diol C(C=C)C=1C=C(C=CC1O)C=1C(=CC=C(C1)CC=C)O